O=CCCCOC1=CC=C(C=C1)[C@H]1CN(CC1)C1=CC(=C(C#N)C=C1)C(F)(F)F (s)-4-(3-(4-(4-oxobutoxy)phenyl)pyrrolidin-1-yl)-2-(trifluoromethyl)benzonitrile